(3-Cyano-4,5-difluorophenyl)-1-(2-methoxypyrimidin-5-yl)-1-((5-(trifluoromethyl)-1H-pyrazol-3-yl)methyl)urea C(#N)C=1C=C(C=C(C1F)F)NC(N(CC1=NNC(=C1)C(F)(F)F)C=1C=NC(=NC1)OC)=O